trimethyl-(methyl-cyclopentadienyl)platinum C[Pt](C1(C=CC=C1)C)(C)C